triethylcyclotriboroxane C(C)B1OB(OB(O1)CC)CC